ClC1=CSC2=C1NC(=C2)C(=O)N2C1CCC([C@H]2C(=O)N[C@@H](C[C@@H]2C(NCC2)=O)C(CO)=O)CC1 (S)-2-(3-chloro-4H-thieno[3,2-b]pyrrole-5-carbonyl)-N-((S)-4-hydroxy-3-oxo-1-((R)-2-oxopyrrolidin-3-yl)butan-2-yl)-2-azabicyclo[2.2.2]octane-3-carboxamide